6-isopropoxy-2-(1-methyl-2-oxabicyclo[2.1.1]hex-4-yl)-2H-pyrazolo[3,4-b]pyridine C(C)(C)OC=1C=CC=2C(N1)=NN(C2)C21COC(C2)(C1)C